C(C)(C)(C)OC(=O)N1CC[C@@H](C2=CC=CC=C12)N1C(N(C2=NC(=NC=C2C1)SC)C1COCC1)=O (4S)-4-(7-(methylsulfanyl)-2-oxo-1-(tetrahydrofuran-3-yl)-1,2-dihydropyrimido[4,5-d]pyrimidin-3(4H)-yl)-3,4-dihydroquinoline-1(2H)-carboxylic acid tert-butyl ester